iso-eicosanoyl chloride C(CCCCCCCCCCCCCCCCC(C)C)(=O)Cl